1-methoxy-2,6-dimethyl-1-prop-2-enylcyclohexane COC1(C(CCCC1C)C)CC=C